C(#N)[C@H](CN1N=NC=C1)NC(=O)[C@@H]1[C@H]2C([C@H]2CN1C([C@H](C(C)(C)C)NC(C(F)(F)F)=O)=O)(C)C (1R,2S,5S)-N-((S)-1-Cyano-2-(1H-1,2,3-triazol-1-yl)ethyl)-3-((S)-3,3-dimethyl-2-(2,2,2-trifluoroacetamido)butanoyl)-6,6-dimethyl-3-azabicyclo[3.1.0]hexane-2-carboxamide